(M)-silicon oxide [Si]=O